N1(N=NC2=C1C=CC=C2)C(CC2CC2)=O 1-(1H-benzo[d][1,2,3]triazol-1-yl)-2-cyclopropylethan-1-one